2-(2-fluoro-4-(2-oxo-2-((5-(pyrazin-2-yl)-1,3,4-thiadiazol-2-yl)amino)ethyl)phenoxy)pyridine-3-carboxamide FC1=C(OC2=NC=CC=C2C(=O)N)C=CC(=C1)CC(NC=1SC(=NN1)C1=NC=CN=C1)=O